tert-butyl ((S)-1-((2S,4R)-4-hydroxy-2-(((R)-2-hydroxy-1-(4-(pyridin-3-yl)phenyl) ethyl)carbamoyl)pyrrolidin-1-yl)-3-methyl-1-oxobutan-2-yl)carbamate O[C@@H]1C[C@H](N(C1)C([C@H](C(C)C)NC(OC(C)(C)C)=O)=O)C(N[C@@H](CO)C1=CC=C(C=C1)C=1C=NC=CC1)=O